3-(phenylamino)-1-(4-methanesulfonylphenyl)-2-propen-1-one C1(=CC=CC=C1)NC=CC(=O)C1=CC=C(C=C1)S(=O)(=O)C